C(C)(C)(C)OC(=O)N1C=CC2=CC(=CC(=C12)C)OC tert-butyl-5-methoxy-7-methylindole-1-carboxylate